(3R)-3-methyl-4-(2-[1H-pyrrolo[2,3-b]pyridin-4-yl]-6-(trifluoromethyl)pyrimidin-4-yl)morpholine C[C@H]1N(CCOC1)C1=NC(=NC(=C1)C(F)(F)F)C1=C2C(=NC=C1)NC=C2